BrC1=CN=C(N1C)C(OC)OC 5-bromo-2-(dimethoxymethyl)-1-methyl-1H-imidazole